7-(3-(2,5-difluoropyridin-4-yl)-7,8-dihydro-1,6-naphthyridin-6(5H)-yl)-2,8-dimethyl-4H-pyrimido[1,2-b]pyridazin-4-one FC1=NC=C(C(=C1)C=1C=NC=2CCN(CC2C1)C=1C(=CC=2N(N1)C(C=C(N2)C)=O)C)F